C(#N)C(CCC(=O)O)(C)SC(=S)SCCCCCCCCCCCC 4-cyano-4-(((dodecylthio)thiocarbonyl)thio)pentanoic acid